4-chloro-4'-iodo-1,1'-biphenyl ClC1=CC=C(C=C1)C1=CC=C(C=C1)I